(S)-6-(2,5-diaminopentyl)-11-fluoro-5,8-dihydro-[1,3]dioxolo[4'',5'':4',5']benzo[1',2':5,6]azepino[3,4-b]indol-7(6H)-one hydrochloride salt Cl.N[C@H](CN1C(C=2NC=3C=CC(=CC3C2C2=C(C1)C=C1C(=C2)OCO1)F)=O)CCCN